FC1=C(C=C(C(=C1)C)OC(F)(F)F)NC(OC1=CC=CC=C1)=O phenyl (2-fluoro-4-methyl-5-(trifluoromethoxy)phenyl)carbamate